4-[4-[3-(2-pyridinyl)-1H-pyrazol-4-yl]-2-pyridinyl]-N-(tetrahydro-2H-pyran-4-yl)-benzamide N1=C(C=CC=C1)C1=NNC=C1C1=CC(=NC=C1)C1=CC=C(C(=O)NC2CCOCC2)C=C1